O[C@H](COC=1C=C(C=CC1)S(=O)(=O)NC)CNC1COC2(C1)CCN(CC2)S(=O)(=O)C2=CC(=CC=C2)C2=CSC=C2 3-((2S)-2-hydroxy-3-(8-(3-(thiophen-3-yl)phenylsulfonyl)-1-oxa-8-azaspiro[4.5]dec-3-ylamino)propoxy)-N-methylbenzenesulfonamide